(2R,3'R)-4,4-difluoro-N-(3-(2-((3-methoxy-1-methyl-1H-pyrazol-4-yl)amino)-5-methylpyrimidin-4-yl)-1H-indol-7-yl)-1'-methyl-[1,3'-bipyrrolidine]-2-carboxamide FC1(C[C@@H](N(C1)[C@H]1CN(CC1)C)C(=O)NC=1C=CC=C2C(=CNC12)C1=NC(=NC=C1C)NC=1C(=NN(C1)C)OC)F